(2R,3R,4R,5R)-5-(acetoxymethyl)-2-(4-aminopyrrolo[2,1-f][1,2,4]triazin-7-yl)-2-cyanotetrahydrofuran-3,4-diyl diacetate C(C)(=O)O[C@H]1[C@](O[C@@H]([C@H]1OC(C)=O)COC(C)=O)(C#N)C1=CC=C2C(=NC=NN21)N